FC1(CN(CCC1)CCN)F 2-(3,3-difluoropiperidin-1-yl)ethanamine